2,4-dibromo-N-(1-((4-fluorophenyl)amino)hexan-2-yl)-5-methoxybenzene-sulfonamide BrC1=C(C=C(C(=C1)Br)OC)S(=O)(=O)NC(CNC1=CC=C(C=C1)F)CCCC